9,9',9'',9'''-(4-(2-(2,6-dimethylpyridin-3-yl)phenyl)pyridine-2,3,5,6-tetrayl)tetrakis(9H-carbazole) CC1=NC(=CC=C1C1=C(C=CC=C1)C1=C(C(=NC(=C1N1C2=CC=CC=C2C=2C=CC=CC12)N1C2=CC=CC=C2C=2C=CC=CC12)N1C2=CC=CC=C2C=2C=CC=CC12)N1C2=CC=CC=C2C=2C=CC=CC12)C